(E)-N-(4-((2',4'-difluoro-4-methoxy-[1,1'-biphenyl]-3-yl)amino)-7-methoxyquinazoline-6-yl)-4-(4-methylpiperazin-1-yl)but-2-enamide FC1=C(C=CC(=C1)F)C1=CC(=C(C=C1)OC)NC1=NC=NC2=CC(=C(C=C12)NC(\C=C\CN1CCN(CC1)C)=O)OC